ClC=1C=C(C=C(C1C1=C2C=NNC2=CC=C1C)F)C1=NN=C2N1CCN=C2 3-(3-chloro-5-fluoro-4-(5-methyl-1H-indazol-4-yl)phenyl)-5,6-dihydro-[1,2,4]triazolo[4,3-a]pyrazin